C(C)OC=1C(=CNC(C1)=O)C1=CC(=C(C=C1)CC(=O)NC1=CC(=CC(=C1)C(F)(F)F)C(=O)N1C[C@@H]2CNC[C@@H]2C1)F 2-(4-(4-ethoxy-6-oxo-1,6-dihydropyridin-3-yl)-2-fluorophenyl)-N-(3-((3aR,6aS)-octahydropyrrolo[3,4-c]pyrrole-2-carbonyl)-5-(trifluoromethyl)phenyl)acetamide